C(#C)C1=CC=C(CNC2CS(CC2)(=O)=O)C=C1 3-((4-ethynylbenzyl)amino)tetrahydrothiophene 1,1-dioxide